OC(C)([C@H](CCC=C)S(=O)(=O)N(CC1=CC=C(C=C1)OC)CC1=CC=C(C=C1)OC)C (S)-2-HYDROXY-N,N-BIS(4-METHOXYBENZYL)-2-METHYLHEPT-6-ENE-3-SULFONAMIDE